2',3-bisfucosyllactose C1([C@@H](O)[C@H](O)[C@H](O)[C@@H](O1)C)[C@@]1([C@H](O[C@H]2[C@@]([C@H](C(O)O[C@@H]2CO)O)(O)C2[C@@H](O)[C@H](O)[C@H](O)[C@@H](O2)C)O[C@@H]([C@@H]([C@@H]1O)O)CO)O